C(CCC)C1=NN(C(=C1)O)C(C)(CCO[Si](C1=CC=CC=C1)(C1=CC=CC=C1)C(C)(C)C)C butyl-1-(4-((tert-butyldiphenylsilyl)oxy)-2-methylbutan-2-yl)-5-hydroxy-1H-pyrazole